ClC=1C=C(C=C2C=NC(=NC12)N1CCOCC1)C=O 8-chloro-2-morpholinoquinazoline-6-carbaldehyde